C[C@@H]1N([C@@H](CN(C1)C1=NC(=NC=C1)C1=CN=C2N1C=C(C=C2)C(F)(F)F)C)C(C)=O 1-(cis-2,6-dimethyl-4-(2-(6-(trifluoromethyl)imidazo[1,2-a]pyridin-3-yl)pyrimidin-4-yl)piperazin-1-yl)ethan-1-one